CC1=CC=C(C=C1)C=1C=CC(=NC1)N 5-(4-methylphenyl)pyridin-2-amine